(S)-tert-butyl-4-(6-fluoro-7-(1H-indazol-7-yl)-1-(4-(3-iodopropyl)-2-isopropylpyridin-3-yl)-2-oxo-1,2-dihydropyrido[2,3-d]pyrimidin-4-yl)-3-methylpiperazine-1-carboxylate C(C)(C)(C)OC(=O)N1C[C@@H](N(CC1)C=1C2=C(N(C(N1)=O)C=1C(=NC=CC1CCCI)C(C)C)N=C(C(=C2)F)C=2C=CC=C1C=NNC21)C